2,4',4''-methylidynetrianiline C(C1=CC=C(N)C=C1)(C1=CC=C(N)C=C1)C1=C(N)C=CC=C1